4-(sec-butoxy)-2-chloro-5-iodopyridine C(C)(CC)OC1=CC(=NC=C1I)Cl